C[C@H]1O[C@H](CC(C1)C1=CC=C(C=C1)NC(OC(C)(C)C)=O)C tert-butyl (4-((2R,6S)-2,6-dimethyltetrahydro-2H-pyran-4-yl)phenyl)carbamate